(3S)-3-amino-5,5,7-trifluoro-8-(5-morpholino-1,3,4-oxadiazol-2-yl)-1-[[4-(trifluoromethoxy)phenyl]methyl]-3,4-dihydro-1-benzazepin-2-one N[C@@H]1C(N(C2=C(C(C1)(F)F)C=C(C(=C2)C=2OC(=NN2)N2CCOCC2)F)CC2=CC=C(C=C2)OC(F)(F)F)=O